N1(CCCCC1)C1=CC=C(C=C1)C1=NC2=C(N1)C=CC(=C2)C#N 2-(4-piperidin-1-yl-phenyl)-1H-benzimidazole-5-carbonitrile